NCCN(CCNCCCCCC(=O)OCC)CCN(CCN)CCN ethyl 6-((2-((2-aminoethyl)(2-(bis(2-aminoethyl)amino)ethyl)amino)ethyl)amino)hexanoate